CN(C1=NC2=CC=CC=C2N=C1SC1=NN=NN1C)C1=NN=NN1C N-Methyl-N-(1-methyltetrazol-5-yl)-3-((1-methyltetrazol-5-yl)thio)quinoxalin-2-amine